Cl.Cl.CN1N=C(C2=CC=C(C=C12)NC1CCNCC1)C1C(NC(CC1)=O)=O 3-[1-methyl-6-(4-piperidylamino)indazol-3-yl]piperidine-2,6-dione dihydrochloride